dimethyl 4-fluoro-2-hydroxyphenylphosphonate FC1=CC(=C(C=C1)P(OC)(OC)=O)O